[C@H]1([C@H](O)[C@@H](O)[C@H](O)[C@H](O1)CO)O[C@H]1[C@@H]([C@H]([C@H](O[C@@H]1CO)O[C@@H]([C@@H]([C@H](C=O)O)O)[C@H](O)CO)O)O α-D-glucopyranosyl-(1→4)-α-D-glucopyranosyl-(1→4)-D-glucose